n-(r-carboxy-ethyl)-alpha-(s)-(2-phenylethyl)glycyl-l-arginine-n-phenylamide C[C@H](C(=O)O)N[C@@H](CCC1=CC=CC=C1)C(=O)N[C@@H](CCC[NH+]=C(N)N)C(=O)NC2=CC=CC=C2